(E)-6-(6-cyclopropoxypyridin-3-yl)-N'-(2-fluoro-5-isopropoxybenzylidene)pyrazine-2-carbohydrazide C1(CC1)OC1=CC=C(C=N1)C1=CN=CC(=N1)C(=O)N/N=C/C1=C(C=CC(=C1)OC(C)C)F